Bis(1,5-cyclooctadiene) iridium chloride [Ir](Cl)(Cl)Cl.C1=CCCC=CCC1.C1=CCCC=CCC1